CN(C1=CC2=C(C(=C3C(=CC(C=C3)=[N+](C)C)[Si]23CCCCC3)C3=C(C=CC=C3)C)C=C1)C N-(7-(Dimethylamino)-10-(o-tolyl)-3H-spiro[dibenzo[b,e]siline-5,1'-silinan]-3-ylidene)-N-methylmethanaminium